methyl {4,6-diamino-2-[5-fluoro-1-(2-fluorobenzyl)-1H-pyrazolo[3,4-b]pyridin-3-yl]pyrimidin-5-yl}carbamate NC1=NC(=NC(=C1NC(OC)=O)N)C1=NN(C2=NC=C(C=C21)F)CC2=C(C=CC=C2)F